CC1=CC=C(C=C1)S(=O)(=O)O.C(CCC)N1C(N(C=C1)C)C 1-butyl-2,3-dimethylimidazole p-toluenesulfonate